C(C)(C)(C)N1CCC(CC1)N1C2=C(NC(C1=O)=O)C=C(C=N2)F Tert-Butyl-4-(7-fluoro-2,3-dioxo-2,3-dihydropyrido[2,3-b]pyrazin-4(1H)-yl)piperidine